The molecule is an organophosphate oxoanion arising from deprotonation of the phosphate OH groups of 6-phospho-beta-D-glucosyl-(1->4)-D-glucose; major species at pH 7.3. It is a conjugate base of a 6-phospho-beta-D-glucosyl-(1->4)-D-glucose. C([C@@H]1[C@H]([C@@H]([C@H](C(O1)O)O)O)O[C@H]2[C@@H]([C@H]([C@@H]([C@H](O2)COP(=O)([O-])[O-])O)O)O)O